(3-dimethylamino-propyl)-ethyl-carbodiimide chloride [Cl-].CN(CCCN=C=NCC)C